(R)-4-(4-(3-methylmorpholinyl)-7-(methylsulfonyl)-7H-pyrrolo[2,3-d]pyrimidin-2-yl)-1H-Indole-6-carbonitrile C[C@H]1N(CCOC1)C=1C2=C(N=C(N1)C1=C3C=CNC3=CC(=C1)C#N)N(C=C2)S(=O)(=O)C